OC(C(=O)O)CC(=O)O.C(C=C)OCC=C allyl ether 2-hydroxysuccinate